FC=1C(=NC=C(C1)N1C[C@H](CC1)F)NC(C1=C(C=CC(=C1)[N+](=O)[O-])SC1=NN=NN1C)=O N-{3-fluoro-5-[(3S)-3-fluoropyrrolidin-1-yl]pyridin-2-yl}-2-[(1-methyl-1H-1,2,3,4-tetrazol-5-yl)sulfanyl]-5-nitrobenzamide